methyl 4-((1S,2S)-2-(6-(2,4-dioxo-1,2,3,4-tetrahydropyrimidin-5-yl)imidazo[1,2-b]pyridazin-8-yl)cyclopropyl)benzoate O=C1NC=C(C(N1)=O)C=1C=C(C=2N(N1)C=CN2)[C@@H]2[C@H](C2)C2=CC=C(C(=O)OC)C=C2